(trifluoromethoxy)benzoic acid FC(OC1=C(C(=O)O)C=CC=C1)(F)F